(R)-2,2-difluoro-1-(4-fluorophenyl)ethan-1-amine FC([C@H](N)C1=CC=C(C=C1)F)F